FC1C(CN(CC1)C)C 4-fluoro-1,3-dimethylpiperidine